COCCN1N=CC(=C1)C1=CN2C(S1)=C(C=N2)C(=O)NC=2C(=NC=C(C2)NC(CN2C[C@H](CC2)C)=O)C |o1:31| (S*)-2-(1-(2-methoxyethyl)-1H-pyrazol-4-yl)-N-(2-methyl-5-(2-(3-methylpyrrolidin-1-yl)acetamido)pyridin-3-yl)pyrazolo[5,1-b]thiazole-7-carboxamide